(R)-6-methyl-5-((1-methyl-8-(1-methyl-1H-pyrazol-4-yl)-1H-pyrazolo[3,4-d]pyrrolo[1,2-b]pyridazin-3-yl)amino)-N-((1-methylpyrrolidin-2-yl)methyl)nicotinamide CC1=NC=C(C(=O)NC[C@@H]2N(CCC2)C)C=C1NC1=NN(C=2C=3N(N=CC21)C=C(C3)C=3C=NN(C3)C)C